5-[4-(6-fluoro-2-methoxybenzoylamino)phenyl]-1H-naphtho[1,2-b][1,4]diazepine-2,4(3H,5H)-dione FC1=CC=CC(=C1C(=O)NC1=CC=C(C=C1)N1C2=C(NC(CC1=O)=O)C1=CC=CC=C1C=C2)OC